FC1=CC=C(C=C1)C=1N=NN(C1CO)C [4-(4-fluorophenyl)-1-methyl-1H-1,2,3-triazol-5-yl]methanol